4-(1-fluoro-2-hydroxyethylidene)piperidine-1-carbamic acid tert-butyl ester C(C)(C)(C)OC(NN1CCC(CC1)=C(CO)F)=O